1-[5-bromo-2-[5-(2,2-difluoroethoxy)pyrimidin-2-yl]-1,2,4-triazol-3-yl]ethanamine BrC=1N=C(N(N1)C1=NC=C(C=N1)OCC(F)F)C(C)N